Fluorobis(2-methylnaphthalen-1-yl)borane FB(C1=C(C=CC2=CC=CC=C12)C)C1=C(C=CC2=CC=CC=C12)C